biotine phosphoramidite P(O)(O)N.OC(=O)CCCC[C@@H]1SC[C@@H]2NC(=O)N[C@H]12